tert-butyl-(2-hydroxypropionyl)glycine C(C)(C)(C)N(CC(=O)O)C(C(C)O)=O